C(C1=CC=CC=C1)(C1=CC=CC=C1)(C1=CC=CC=C1)O trityl hydroxide